Pentylmethylpiperidinol C(CCCC)C1(N(CCCC1)O)C